(3,4-epoxycyclohexane) methyl-3,4-epoxycyclohexyl-formate COC(=O)C1CC2C(CC1)O2.C2CC1C(CC2)O1